NC1=C(C=C(C=N1)NC(C(=O)N1[C@H](CC[C@@H](C1)C)C=1C=C2CC(NC2=CC1)=O)=O)C N-(6-amino-5-methyl-3-pyridyl)-2-[(2R,5S)-5-methyl-2-(2-oxoindolin-5-yl)-1-piperidyl]-2-oxo-acetamide